1-(2-{[4-(4-methylpiperazin-1-yl)phenyl]amino}-5-[2-(triisopropylsilyl)ethynyl]pyrido[2,3-d]pyrimidin-7-yl)pyrrolidin-2-one CN1CCN(CC1)C1=CC=C(C=C1)NC=1N=CC2=C(N1)N=C(C=C2C#C[Si](C(C)C)(C(C)C)C(C)C)N2C(CCC2)=O